C=C1C(NC(C(N1)=O)=CC=1N=CN(C1C(C)C)CC1CCCCC1)=O methylene-6-((5-isopropyl-1-cyclohexylmethylimidazol-4-yl)methylene)piperazine-2,5-dione